BrC=1C=NC(=C(C(=O)N(CCOCC)C2CC2)C1)Cl 5-bromo-2-chloro-N-cyclopropyl-N-(2-ethoxyethyl)nicotinamide